COC(=O)C1=NN2C(C=CC=C2C(C)C)=N1 5-isopropyl-[1,2,4]triazolo[1,5-a]pyridine-2-carboxylic acid methyl ester